methyl (5R)-3-((2-((S)-1-amino-2,2-dicyclopropylethyl)imidazo[1,2-b]pyridazin-7-yl)methyl)-2-oxo-5-(trifluoromethyl)piperidine-3-carboxylate N[C@@H](C(C1CC1)C1CC1)C=1N=C2N(N=CC(=C2)CC2(C(NC[C@@H](C2)C(F)(F)F)=O)C(=O)OC)C1